C(#N)[C@@]1(COCC2=CC=C(C=C12)C(=O)NCC1=NC=C2C=CC(=NC2=C1)N1N=CC(=C1)F)C (R)-4-cyano-N-((2-(4-fluoro-1H-pyrazol-1-yl)-1,6-naphthyridin-7-yl)methyl)-4-methylisochromane-6-carboxamide